C(C=C)(=O)[O-].[Ba+2].C(C=C)(=O)[O-] barium acrylate salt